C(C)N(C(C)C)CC1=C(C(=CC(=C1)[N+](=O)[O-])Cl)O 2-((Ethyl-(isopropyl)amino)methyl)-6-chloro-4-nitrophenol